COC1=CC=C(CNC2=NC=C(C=C2)OC(F)(F)F)C=C1 N-(4-methoxybenzyl)-5-(trifluoromethoxy)pyridin-2-amine